FC(C1=NN=C(O1)C1=CC=C2CC(N(C(C2=C1)=O)C)(C)C1=CC=C(C=C1)F)F 7-[5-(difluoromethyl)-1,3,4-oxadiazol-2-yl]-3-(4-fluorophenyl)-2,3-dimethyl-3,4-dihydroisoquinolin-1(2H)-one